C(C)OC(=O)C1=CC(CCC1)OC(CC)CC 3-(pentane-3-yloxy)cyclohex-1-enecarboxylic acid ethyl ester